Cl\C=C/C(=O)N1C[C@H]2C3=C(N(N=C3CC1)C1=CC=C(C=C1)C1CCC1)CCN2C(=O)OC(C)(C)C |o1:7| tert-butyl (R or S,Z)-7-(3-chloroacryloyl)-2-(4-cyclobutylphenyl)-2,3,4,5a,6,7,8,9-octahydro-5H-1,2,5,7-tetraazabenzo[cd]azulene-5-carboxylate